2-(((R)-1-(3-cyano-7-methyl-4-oxo-2-(((R)-tetrahydrofuran-3-yl)oxy)-4H-pyrido[1,2-a]pyrimidin-9-yl)ethyl)amino)benzoic acid C(#N)C1=C(N=C2N(C1=O)C=C(C=C2[C@@H](C)NC2=C(C(=O)O)C=CC=C2)C)O[C@H]2COCC2